8-fluoro-2-methyl-5-(5-methylfuran-2-yl)-[1,2,4]triazolo[1,5-c]pyrimidin FC=1C=2N(C(=NC1)C=1OC(=CC1)C)N=C(N2)C